4-bromo-2,3,5,6-tetrafluorobenzenesulfonyl chloride BrC1=C(C(=C(C(=C1F)F)S(=O)(=O)Cl)F)F